FC(C(=O)O)(F)F.NCC(CN1N=CN(C1=O)CC1=CC(=CS1)N1C(N(CC2=CC=CC=C12)C)=O)=C(F)F [5-[[1-[2-(aminomethyl)-3,3-difluoro-allyl]-5-oxo-1,2,4-triazol-4-yl]methyl]-3-thienyl]-3-methyl-1,4-dihydroquinazolin-2-one trifluoroacetate